3-tetradecyl-selenium CCC(CCCCCCCCCCC)[Se]